(2-(5-Fluoropyrimidin-2-yl)-6-methylpyridin-3-yl)((1S,4R,6R)-6-((5-(trifluoromethyl)pyridin-2-yl)oxy)-2-azabicyclo[2.2.1]hept-2-yl)methanone FC=1C=NC(=NC1)C1=NC(=CC=C1C(=O)N1[C@@H]2[C@@H](C[C@H](C1)C2)OC2=NC=C(C=C2)C(F)(F)F)C